1,2-dihydro-3,6-pyridazinedione monopotassium salt [K].N1NC(C=CC1=O)=O